ClC=1C=C(C=CC1F)[C@](C)([C@@H]1C[C@H](C1)C(F)(F)F)NC(=O)N1[C@@H](C(NCC1)=O)C |o1:8| (2R)-N-((S or R)-1-(3-chloro-4-fluorophenyl)-1-(trans-3-(trifluoromethyl)cyclobutyl)-ethyl)-2-methyl-3-oxopiperazine-1-carboxamide